6-[4-(2-hydroxyethyl)piperazin-1-yl]-2-methylpyrimidin-4-yl-(amino)-1,3-thiazole-5-carboxamide OCCN1CCN(CC1)C1=CC(=NC(=N1)C)C=1N=C(SC1C(=O)N)N